COC(=O)C1=NN(C(=C1)C1=CC(=CC=C1)OC1CC1)C1=C(C=C(C=C1)F)Br.BrC1=C2C=CN=C(C2=CC=C1)OC(F)(F)F 5-bromo-1-(trifluoromethoxy)isoquinoline Methyl-1-(2-bromo-4-fluorophenyl)-5-(3-cyclopropoxyphenyl)-1H-pyrazole-3-carboxylate